sulfonyl-bis-1,1':3',1''-terphenyl S(=O)(=O)(C1=C(C=CC=C1)C1=CC(=CC=C1)C1=CC=CC=C1)C1=C(C=CC=C1)C1=CC(=CC=C1)C1=CC=CC=C1